bis(3-aminopropyl)-1,4-diaminobutane NCCCC(CCCN)(N)CCCN